Cl.NC=1C=C(C(=N)N)C=CC1N 3,4-diaminobenzamidine HCl